CNC(C1=C(C=CC=C1)SC1=CC=C2C(=NNC2=C1)\C=C\C1=NC=CC=C1)=O N-methyl-2-((3-((1E)-2-(2-pyridyl)vinyl)-1H-indazol-6-yl)thio)benzamide